2-fluoro-4-({4-[({2-[methyl(methylsulfonyl)amino]pyridin-3-yl}methyl)amino]-5-(trifluoromethyl)pyrimidin-2-yl}amino)benzamide formic acid salt C(=O)O.FC1=C(C(=O)N)C=CC(=C1)NC1=NC=C(C(=N1)NCC=1C(=NC=CC1)N(S(=O)(=O)C)C)C(F)(F)F